[Se].N[C@@H](CSC[C@H](N)C(=O)O)C(=O)O lanthionine selenium